ethyl [7-chloro-5-(2-fluorophenyl)-2,3-dihydro-2-oxo-1H-1,4-benzodiazepine-3-carboxylate] ClC=1C=CC2=C(C(=NC(C(N2)=O)C(=O)OCC)C2=C(C=CC=C2)F)C1